(1r,2'R,4R)-4-(3-chloro-4-fluoroanilino)-2'-[(2R)-2-methyl-3-{[(5R)-5-methyl-5,6,7,8-tetrahydroquinolin-4-yl]oxy}propyl]-2',3'-dihydrospiro[cyclohexane-1,1'-indene]-4-carboxylic acid ClC=1C=C(NC2(CCC3([C@@H](CC4=CC=CC=C34)C[C@H](COC3=CC=NC=4CCC[C@H](C34)C)C)CC2)C(=O)O)C=CC1F